C1(=CCCCC1)C=1NC2=C(C=C(C=C2C1)NC(C=C)=O)C=1N=CN(C1)C N-(2-cyclohexenyl-7-(1-methyl-1H-imidazol-4-yl)-1H-indol-5-yl)acrylamide